(9Z,12Z)-octadecadienal CCCCCCCCCCCCC/C=C\C=C/C=O